1,4-dimethyl-1,4-diaza-5,8-disilacyclooctane CN1CCN([SiH2]CC[SiH2]1)C